ClC1=C(C(=O)NC=2C=C(C=CC2N2CCN(CC2)C)N2N=NC(=C2)C(=O)NCCCN2CCOCC2)C=CC(=C1C)F 1-[3-[(2-chloro-4-fluoro-3-methyl-benzoyl)amino]-4-(4-methylpiperazin-1-yl)phenyl]-N-(3-morpholinopropyl)triazole-4-carboxamide